C1(CC1)C1=C(C=C(C(=C1)CN1CCC2(CN(C(O2)=O)C2=CC=C(C=C2)P(O)(O)=O)CC1)OCC)C1=CC=C(C=C1)F (4-(8-((2-cyclopropyl-5-ethoxy-4'-fluoro-[1,1'-biphenyl]-4-yl)methyl)-2-oxo-1-oxa-3,8-diazaspiro[4.5]decan-3-yl)phenyl)phosphonic acid